N1=CC(=CC=C1)NC(C(=O)O)CC 2-(pyridin-3-ylamino)butanoic acid